methanesulfonyl-phenylserine CS(=O)(=O)N([C@@H](CO)C(=O)O)C1=CC=CC=C1